2-((5S,7R)-2-methyl-3-oxo-7-phenyl-9-(trifluoromethyl)-2,3,5,7-tetrahydrobenzo[5,6]oxepino[4,3-c]pyridin-5-yl)-N-ethylacetamide CN1C=C2C(=CC1=O)[C@@H](O[C@@H](C1=C2C=CC(=C1)C(F)(F)F)C1=CC=CC=C1)CC(=O)NCC